C(C)(C)(C)OC(=O)N1CC(C(C1)C1=C(C=C(C(=C1)Cl)Cl)O)C(=O)O 1-(tert-butoxycarbonyl)-4-(4,5-dichloro-2-hydroxyphenyl)pyrrolidine-3-carboxylic acid